6-(5-(adamantan-1-yl)-2-hydroxyphenyl)-2-naphthoic acid C12(CC3CC(CC(C1)C3)C2)C=2C=CC(=C(C2)C=2C=C3C=CC(=CC3=CC2)C(=O)O)O